ClC1=NC=C(C(=N1)NC1=CC(=C(C=C1)OC)OC)Cl 2,5-Dichloro-N4-(3,4-dimethoxyphenyl)pyrimidin-4-amine